C(=CCCCCCC)C=1C=C(C=CC1)O 3-octenyl-phenol